Hydroxy-5-methylbenzonitrile OC1=C(C#N)C=C(C=C1)C